thienyl-ethylene glycol S1C(=CC=C1)C(CO)O